(1R,3S)-3-[5-(7-formyl-1H-indazole-4-amido)-2H-pyrazol-3-yl]cyclopentyl N-isopropylcarbamate C(C)(C)NC(O[C@H]1C[C@H](CC1)C=1NN=C(C1)NC(=O)C=1C=2C=NNC2C(=CC1)C=O)=O